FC(C1=NN=C(O1)C=1C=CC(=NC1)CN1C(C2=CC(=CC=C2C(C1=O)(C)C)C1CCN(CC1)C1COCC1)=O)F 2-((5-(5-(difluoromethyl)-1,3,4-oxadiazole-2-yl)pyridine-2-yl)methyl)-4,4-dimethyl-7-(1-(tetrahydrofuran-3-yl)piperidine-4-yl)isoquinoline-1,3(2H,4H)-dione